S1C(=NC2=C1C=CC=C2)NC2=C(C=C(N=N2)N(C=2SC(=C(N2)C(=O)O)CCCOC2CCCCC2)CCCOC)C 2-({6-[(1,3-Benzothiazol-2-yl)amino]-5-methylpyridazin-3-yl}(3-methoxypropyl)amino)-5-[3-(cyclohexyloxy)propyl]-1,3-thiazole-4-carboxylic acid